pyrrolidin-1-ium acetate C(C)(=O)[O-].[NH2+]1CCCC1